C(CCCCCCCCCCCCCCC)(=O)O[C@@H]1[C@](O[C@H](C1)N1C2=NC(=NC(=C2N=C1)NC(CCCC)=O)F)(CO)C#C (2R,3S,5R)-2-ethynyl-5-(2-fluoro-6-pentanamido-9H-purin-9-yl)-2-(hydroxymethyl)tetrahydrofuran-3-yl palmitate